COC1=NC=CC(=C1)C#CC1=CN=C2N1N=C(C=C2)C2=CC=C(C=C2)C(=O)N2CCOCC2 (4-(3-((2-methoxypyridin-4-yl)ethynyl)imidazo[1,2-b]pyridazin-6-yl)phenyl)(morpholino)methanone